FC1=C2CN(C(C2=CC=C1CN1CCN(CC1)CC1=C(C=CC=C1)C1=CC=C(C=C1)F)=O)C1C(NC(CC1)=O)=O 3-(4-fluoro-5-((4-((4'-fluoro-[1,1'-biphenyl]-2-yl)methyl)piperazin-1-yl)methyl)-1-Oxoisoindolin-2-yl)piperidine-2,6-dione